(S)-3-amino-6-(2-chloro-4-(2-(3,5-difluorophenyl)-2-hydroxyacetamido)phenyl)-N-cyclopropylpyrazine-2-carboxamide NC=1C(=NC(=CN1)C1=C(C=C(C=C1)NC([C@@H](O)C1=CC(=CC(=C1)F)F)=O)Cl)C(=O)NC1CC1